C(C)OC(=O)C1=NN(C=2C(N(CCC21)C2=CC(=CC=C2)C(N(C)C)=O)=O)C2=CC(=CC=C2)Cl 1-(3-Chlorophenyl)-6-[3-(dimethylcarbamoyl)phenyl]-7-oxo-4,5-dihydropyrazolo[3,4-c]pyridine-3-carboxylic acid ethyl ester